2-cyclohexyl-N-(4-fluoro-3-methylphenyl)-5-(2-((2-hydroxy-2-methylpropyl)amino)-2-oxoacetyl)-1,4-dimethyl-1H-pyrrole-3-carboxamide C1(CCCCC1)C=1N(C(=C(C1C(=O)NC1=CC(=C(C=C1)F)C)C)C(C(=O)NCC(C)(C)O)=O)C